FC(C1=CC=C(C=N1)CCCCS(=O)(=O)O)(F)F.C(C1=CC=CC=C1)OC1=C(SC=C1)C(=O)NC=1C=NC=C(C1)C 3-benzyloxy-N-(5-methylpyridin-3-yl)thiophene-2-carboxamide 3-(6-(trifluoromethyl)pyridin-3-yl)propyl-methanesulfonate